benzyl 4-[[3-[3-[3-amino-6-(2-hydroxyphenyl)pyridazin-4-yl]-3,8-diazabicyclo[3.2.1]octan-8-yl]-5-fluoro-phenyl]methyl]piperazine-1-carboxylate NC=1N=NC(=CC1N1CC2CCC(C1)N2C=2C=C(C=C(C2)F)CN2CCN(CC2)C(=O)OCC2=CC=CC=C2)C2=C(C=CC=C2)O